2-(2,3-dihydrobenzo[b][1,4]dioxin-6-yl)-N-(2-fluoroethyl)imidazo[1,2-a]pyridin-7-amine O1C2=C(OCC1)C=C(C=C2)C=2N=C1N(C=CC(=C1)NCCF)C2